6-(1-(4-chloro-2-fluorophenyl)ethoxy)-1',2',3',6'-tetrahydro-2,4'-bipyridine ClC1=CC(=C(C=C1)C(C)OC1=CC=CC(=N1)C=1CCNCC1)F